C(C)(C)(C)OC(=O)N1[C@@H](C[C@H](C1)C(F)(F)F)C(=O)O (4R)-1-(t-butoxycarbonyl)-4-(trifluoromethyl)-L-proline